FC1(CN(C1)CC(O)C=1C=C(C(=O)N2CC3(C4=CC(=CC=C24)NS(=O)(=O)C)CCC2(CC3)CC2)C=CC1)F N-(1''-(3-(2-(3,3-difluoroazetidin-1-yl)-1-hydroxyethyl)benzoyl)dispiro[cyclopropane-1,1'-cyclohexane-4',3''-indolin]-5''-yl)methanesulfonamide